FC(C(=O)O)(F)F.FC(C(=O)O)(F)F.CCCCCCCCC nonane di(trifluoroacetic acid) salt